5-{4-[(tert-butoxycarbonyl)(ethyl)amino]piperidin-1-yl}cinnoline-8-carboxylic acid C(C)(C)(C)OC(=O)N(C1CCN(CC1)C1=C2C=CN=NC2=C(C=C1)C(=O)O)CC